ClC=1C=CC=2N(C(N=C(C2N1)N1[C@H](CN[C@@H](C1)CC)CC)=O)C 6-chloro-4-((2S,5R)-2,5-diethylpiperazin-1-yl)-1-methylpyrido[3,2-d]Pyrimidin-2(1H)-one